methyl (R)-3-(5-hydroxypyridin-3-yl)-1-isopropyl-4,5,6,7-tetrahydro-1H-indazole-6-carboxylate OC=1C=C(C=NC1)C1=NN(C=2C[C@@H](CCC12)C(=O)OC)C(C)C